CC1=NC(=CC(=N1)NC1=NN2C(C=C(C=C2)C2=CC(=NC=C2OCC2=C(C=CC=C2)OC)C)=C1)C N-(2,6-dimethylpyrimidin-4-yl)-5-[5-[(2-methoxyphenyl)methoxy]-2-methyl-4-pyridyl]pyrazolo[1,5-a]pyridin-2-amine